NC=1N=NC(=CC1N1C[C@H](OCC1)C1=C(C(=C(C(=O)O)C=C1)C)C)C1=C(C=CC=C1)O |o1:9| (R*)-4-(4-(3-Amino-6-(2-hydroxyphenyl)pyridazin-4-yl)morpholin-2-yl)-2,3-dimethylbenzoic acid